((3-(3-chloro-4-fluorophenyl)-1-(6-methoxypyridin-3-yl)ureido)methyl)-4,5,6,7-tetrahydro-1H-indazole-5-carboxylic acid ClC=1C=C(C=CC1F)NC(N(C=1C=NC(=CC1)OC)CN1N=CC=2CC(CCC12)C(=O)O)=O